Ethyl 5-amino-4-methylbenzo[b]thiophene-2-carboxylate NC1=C(C2=C(SC(=C2)C(=O)OCC)C=C1)C